NCC=1C=2C3=C(C(N(C3=CC1)C1C(NC(CC1)=O)=O)=O)C=CC2 3-[6-(aminomethyl)-2-oxo-benzo[cd]indol-1-yl]piperidine-2,6-dione